(R)-2-(3-(fluoro(3-fluorooxetan-3-yl)(4-methyl-4H-1,2,4-triazol-3-yl)methyl)-phenyl)-6-(((1-methylcyclobutyl)amino)methyl)-4-(trifluoromethyl)isoindolin-1-one F[C@](C=1C=C(C=CC1)N1C(C2=CC(=CC(=C2C1)C(F)(F)F)CNC1(CCC1)C)=O)(C1=NN=CN1C)C1(COC1)F